(3aR,5r,6aS)-2-benzyl-5-methyloctahydrocyclopenta[c]pyrrol-5-ol C(C1=CC=CC=C1)N1C[C@@H]2[C@H](C1)CC(C2)(O)C